(R)-3-phenylbutan-1-ol C1(=CC=CC=C1)[C@@H](CCO)C